N1=CN=CC(=C1)S(=O)(=O)C1=CC=C(C=C1)NC(OC1=CC=CC=C1)=O phenyl (4-(pyrimidin-5-ylsulfonyl)phenyl)carbamate